COC1=C(C(=CC(=C1)\C=C\[N+](=O)[O-])OC)CCCCC (E)-1,3-dimethoxy-5-(2-nitrovinyl)-2-pentylbenzene